C(C)(C)(C)C=1C=C(C=C(C1)C(=O)NN)C(=O)NN 5-tert-butyl-1,3-benzenedihydrazide